N-octadecyl-2-(3,4-diethoxyphenyl)-3,5,7-triethoxyquinolin-4-one C(CCCCCCCCCCCCCCCCC)N1C(=C(C(C2=C(C=C(C=C12)OCC)OCC)=O)OCC)C1=CC(=C(C=C1)OCC)OCC